bicyclo[2.2.1]hept-2-ene-5,6-dicarboxylic acid C12C=CC(C(C1C(=O)O)C(=O)O)C2